diethyl-pentanediol dipivalate C(C(C)(C)C)(=O)OC(C(CCC)CC)(OC(C(C)(C)C)=O)CC